6,12-bis(diphenylamino)chrysene 2,2,2-trifluoroethyl-hexanoate FC(COC(CCCCC)=O)(F)F.C1(=CC=CC=C1)N(C=1C=C2C=3C=CC=CC3C(=CC2=C2C=CC=CC12)N(C1=CC=CC=C1)C1=CC=CC=C1)C1=CC=CC=C1